N1CCCC12CN(CC2)C2=C1C(=NC=C2)NC=C1 4-(1,7-diazaspiro[4.4]nonan-7-yl)-1H-pyrrolo[2,3-b]pyridin